C1(CCCC1)OC(=O)C1C2C3C4C=CC(C3C(C1)C2)C4 8-cyclopentyloxycarbonyl-tetracyclo[4.4.0.12,5.17,10]-3-dodecene